N1=C(C=CC=C1)CC(=O)NC1=CC=C(N=N1)CCCCN1N=NC(=C1)C(=O)NCC1=NC=CC(=C1)C(F)(F)F 1-(4-(6-(2-(pyridin-2-yl)acetamido)pyridazin-3-yl)butyl)-N-((4-(trifluoromethyl)pyridin-2-yl)methyl)-1H-1,2,3-triazole-4-carboxamide